FC=1C=CC(=C(C1)[C@@H](C)N(C1=NC=2N(C=C1)N=CC2C(=O)OCC)C)OCCO ethyl (R)-5-((1-(5-fluoro-2-(2-hydroxyethoxy)phenyl)ethyl)(methyl)amino)pyrazolo[1,5-a]pyrimidine-3-carboxylate